Methoxymethyl 3α,7α-dimethoxymethyloxy-6α-ethyl-5β-cholan-24-oate COCO[C@H]1C[C@H]2[C@H]([C@H]([C@H]3[C@@H]4CC[C@H]([C@@H](CCC(=O)OCOC)C)[C@]4(CC[C@@H]3[C@]2(CC1)C)C)OCOC)CC